10-oxo-9-phenyl-9-(trifluoromethyl)-9,10-dihydroanthracene-2,3,6,7-tetracarboxylic acid O=C1C=2C=C(C(=CC2C(C2=CC(=C(C=C12)C(=O)O)C(=O)O)(C(F)(F)F)C1=CC=CC=C1)C(=O)O)C(=O)O